(-)-1-(3-(aminomethyl)phenyl)-N-(5-(3-cyclopropyl-1-pivalamido-1-(pyridin-3-yl)propyl)-2-fluorophenyl)-3-(trifluoromethyl)-1H-pyrazole-5-carboxamide NCC=1C=C(C=CC1)N1N=C(C=C1C(=O)NC1=C(C=CC(=C1)C(CCC1CC1)(C=1C=NC=CC1)NC(C(C)(C)C)=O)F)C(F)(F)F